OCCS(=O)(=O)NC1=CC(=C(C(=O)NC2=CC=CC3=C2N=C2N3CCCCC2)C=C1)N1CCC2(CC2)CC1 4-(2-hydroxyethanesulfonylamino)-2-(6-azaspiro[2.5]oct-6-yl)-N-(7,8,9,10-tetrahydro-6H-benzo[4,5]imidazo[1,2-a]azepin-4-yl)benzamide